(3-cyano-2-vinylpyridin-4-yl)boronic acid C(#N)C=1C(=NC=CC1B(O)O)C=C